FC(C=1C=CC(=NC1)O[C@H]1CN(CC1)C1=C(C=C(C=C1)C1=CC=CC=C1)OCCO)(F)F (R)-2-(4-(3-(5-(trifluoromethyl)pyridin-2-yloxy)pyrrolidin-1-yl)biphenyl-3-yloxy)ethanol